CC(CCCC=C)(C)C Trimethyl-1-hexene